C(C)C=1NC2=C(N1)C(=CC(=C2)C2=NC1=C(N2C)C=CC=C1)C 2'-ethyl-1,7'-dimethyl-1H,3'H-2,5'-bibenzo[d]imidazole